1-(2-hydroxyphenyl)-1-(4-hydroxyphenyl)dodecane OC1=C(C=CC=C1)C(CCCCCCCCCCC)C1=CC=C(C=C1)O